(2S)-4-(2-chlorophenyl)-2-[methyl-(pent-4-enoyl)amino]butanoic acid ClC1=C(C=CC=C1)CC[C@@H](C(=O)O)N(C(CCC=C)=O)C